2-(2-chlorophenyl)-N-(1-cyclobutyl-5-oxopyrrolidin-3-yl)acetamid ClC1=C(C=CC=C1)CC(=O)NC1CN(C(C1)=O)C1CCC1